1-methyl-N-((1-(2-(methylthio)benzyl)cyclobutyl)methyl)-5-oxo-4,5-dihydro-1H-1,2,4-triazole-3-carboxamide CN1N=C(NC1=O)C(=O)NCC1(CCC1)CC1=C(C=CC=C1)SC